FC(C(=O)O)(F)F.CN1C(N(C2=C1C=C(C=C2)N2CCN(CC2)C2CCC(CC2)NC)C2C(NC(CC2)=O)=O)=O 3-(3-Methyl-5-{4-[4-(methylamino)cyclohexyl]piperazin-1-yl}-2-oxo-1,3-benzodiazol-1-yl)piperidine-2,6-dione trifluoroacetate